FC=1C(=C(C=CC1F)O)C1=C(N=C(N=N1)N1CC[C@H]2[C@@H]1CN(CC2)C)C 3,4-difluoro-2-(5-methyl-3-((3aS,7aR)-6-methyloctahydro-1H-pyrrolo[2,3-c]pyridin-1-yl)-1,2,4-triazin-6-yl)phenol